NC1=C(N(CC=C)CC=C)C=CC(=C1)N 2,4-diamino-N,N-Diallylaniline